2-Amino-1H-imidazole-1-propionic acid NC=1N(C=CN1)CCC(=O)O